BrC=1C=C(C(=NC1)[N+](=O)[O-])O[C@@H](C)C1=CC=NC=C1 5-bromo-2-nitro-3-[(1S)-1-(pyridin-4-yl)ethoxy]pyridine